C(=C)C1=NC(N=C1)=O vinylimidazoleOne